C1(CC1)CCN(C1=C2CN(C(C2=CC=C1)=O)C1C(NC(CC1)=O)=O)C1CCC(CC1)N1C[C@@H](CC1)C(F)(F)F 3-(4-((2-cyclopropylethyl)((1R,4r)-4-((R)-3-(trifluoromethyl)pyrrolidin-1-yl)cyclohexyl)amino)-1-oxoisoindolin-2-yl)piperidine-2,6-dione